[Si](C)(C)(C(C)(C)C)OC[C@@H](N)C1=CC2=C(OC3=C2C=CC=C3)C=C1 (S)-2-((tert-butyldimethylsilyl)oxy)-1-(dibenzo[b,d]furan-2-yl)ethan-1-amine